ClC=1C(=CC2=C([C@@H](C[C@@H](O2)C(=O)NC23CC(C2)(C3)NC(COC3CC(C3)OC(F)(F)F)=O)O)C1)F (2R,4R)-6-chloro-7-fluoro-4-hydroxy-N-[3-(2-{[(1s,3S)-3-(trifluoromethoxy)cyclobutyl]oxy}acetamido)bicyclo[1.1.1]pentan-1-yl]-3,4-dihydro-2H-1-benzopyran-2-carboxamide